5-(5,5-dimethyl-1,3,2-dioxaborolan-2-yl)-3-methyl-1,3-benzoxazole CC1(COB(O1)C=1C=CC2=C(N(CO2)C)C1)C